C1(CCCCC1)[SiH](OC)C cyclohexyl-methyl-methoxysilane